C(C)(C)(C)OC(=O)N1CCN(CC1)C1=CC(=CC=C1)N 4-(3-aminophenyl)piperazine-1-carboxylic acid tert-butyl ester